N-[5-[1-(2,6-dioxopiperidin-3-yl)-3-methyl-2-oxo-1,3-benzodiazol-4-yl]pent-4-yn-1-yl]-4-nitrobenzamide O=C1NC(CCC1N1C(N(C2=C1C=CC=C2C#CCCCNC(C2=CC=C(C=C2)[N+](=O)[O-])=O)C)=O)=O